C(CCCCCCCCCCCCCCCCC)OC(CC)=O.C(C)(C)(C)C=1C=CC=C(C1O)C(C)(C)C 3,5-ditert-butyl-4-hydroxybenzene octadecyl-propionate